C(=O)C1CCN(CC1)C1=NOC(=C1)[C@H](C(=O)N1[C@@H](C[C@H](C1)O)C(=O)OC(C)(C)C)C(C)C tert-butyl (2S,4R)-1-[(2R)-2-[3-(4-formyl-1-piperidyl)isoxazol-5-yl]-3-methyl-butanoyl]-4-hydroxy-pyrrolidine-2-carboxylate